3-((1-(cyclopropylmethyl)-1H-imidazol-5-yl)methyl)-aminobenzoate C1(CC1)CN1C=NC=C1CC=1C(=C(C(=O)[O-])C=CC1)N